COC(=O)N1C(CC(CC1)N1N=CC(=C1)C=1C=C2C3=C(NC2=CC1)N=CN=C3N[C@@H]3CC[C@H](CC3)N3CCOCC3)C(C)(C)C tert-butyl-4-(4-(4-((trans-4-morpholinocyclohexyl)amino)-9H-pyrimido[4,5-b]indol-6-yl)-1H-pyrazol-1-yl)piperidine-1-carboxylic acid methyl ester